P(=O)(O)(O)O.C(=C)[SiH](C)C.C(=C)[SiH](C)C.C(=C)[SiH](C)C tri(vinyldimethylsilane) phosphate